ClC1=CC(=C(C=C1)NC(=O)NCC1=CC2=C(C(N(C2)C2C(NC(CC2)=O)=O)=O)S1)C(F)(F)F 1-(4-chloro-2-trifluoromethylphenyl)-3-((5-(2,6-dioxopiperidin-3-yl)-6-oxo-5,6-dihydro-4H-thieno[2,3-c]pyrrol-2-yl)methyl)urea